(bis(dimethylamino)(methylsilyl))amine lithium salt [Li].CN(C)[Si](C)(N(C)C)N